3,6,10,13,16,19-hexaazabicyclo[6.6.6]eicosane C12CNCCNCC(CNCCNC1)CNCCNC2